4-((1S,3S)-3-(but-2-ynamido)cyclohexyl)-3-cyano-5,6-difluoro-2-methyl-1H-indole-7-carboxamide C(C#CC)(=O)N[C@@H]1C[C@H](CCC1)C1=C2C(=C(NC2=C(C(=C1F)F)C(=O)N)C)C#N